BrC1=CC=C2N=C3CCCCC3=C(C2=C1)Cl 7-bromo-9-chloro-1,2,3,4-tetrahydroacridine